ClC=1C(=CC(=C(C1)NC1=NC(=NC=N1)NC=1C(=CC(=C(C1)NC(C=C)=O)N(CCN1CCCCC1)C)OC)C(C)(C)O)F N-(5-(4-(5-chloro-4-fluoro-2-(2-hydroxypropan-2-yl)phenylamino)-1,3,5-triazin-2-ylamino)-4-methoxy-2-(methyl(2-(piperidin-1-yl)ethyl)amino)phenyl)acrylamide